C(#N)C=C(C)O.[Na] sodium 1-cyanoprop-1-en-2-ol